5-methoxy-2-(6-(methyl(piperidin-4-yl)amino)pyridazin-3-yl)isoindolin-1-one COC=1C=C2CN(C(C2=CC1)=O)C=1N=NC(=CC1)N(C1CCNCC1)C